C(C)N1N=C(C(=C1)C1=C(C=CC=C1OC)C1=C2C(=CN=C1)SC(=C2)C#N)C(F)(F)F 4-(2-(1-ethyl-3-(trifluoromethyl)-1H-pyrazol-4-yl)-3-methoxyphenyl)thieno[2,3-c]pyridine-2-carbonitrile